CCCCCCCCCCCCCCCCOC[C@H](COP(=O)(O)OC[C@@H](C(=O)O)N)OC(=O)CCCCCCC/C=C\C/C=C\C/C=C\CC 1-hexadecyl-2-(9Z,12Z,15Z-octadecatrienoyl)-glycero-3-phosphoserine